2-(1-phenylcyclopropyl)ethan-1-amine C1(=CC=CC=C1)C1(CC1)CCN